BrC1=CC=C2C(C(NC2=C1)=O)=O 6-bromoindole-2,3-dione